(2S,3R,4R,5S)-1-((1-(2-fluorophenyl)piperidin-4-yl)methyl)-2-(hydroxymethyl)piperidine-3,4,5-triol FC1=C(C=CC=C1)N1CCC(CC1)CN1[C@H]([C@H]([C@@H]([C@H](C1)O)O)O)CO